[Si](C)(C)(C(C)(C)C)O[C@@H]1C[C@H](N(C1)C(=O)OC(C)(C)C)C=1N(C=CN1)CCC1=CC=C(C=C1)Cl tert-butyl (2S,4R)-4-[tert-butyl(dimethyl)silyl]oxy-2-[1-[2-(4-chlorophenyl)ethyl]imidazol-2-yl]pyrrolidine-1-carboxylate